2-fluoro-4-({4-[({2-[methyl(methylsulfonyl)amino]pyridin-3-yl}methyl)amino]-5-(trifluoromethyl)pyrimidin-2-yl}amino)benzamide FC1=C(C(=O)N)C=CC(=C1)NC1=NC=C(C(=N1)NCC=1C(=NC=CC1)N(S(=O)(=O)C)C)C(F)(F)F